C1(CCC2C3CCC(C12)C3)COC(C=C)=O (Octahydro-4,7-methano-1H-indenyl)methylacrylat